diaminotrihydroxypyridine NC1=C(C(=C(C(=N1)O)O)O)N